2,5-dimethyl-2,5-di-(benzoyl-peroxy)hexane CC(C)(CCC(C)(OOC(C1=CC=CC=C1)=O)C)OOC(C1=CC=CC=C1)=O